[Si](C)(C)(C(C)(C)C)OC1(CC(C1)=O)C 3-((tert-butyldimethylsilyl)oxy)-3-methylcyclobutanone